COCCCOC1=C(OC2=C(C1=O)C=CC=C2)C2=CC=C(C=C2)C 3-(3-methoxypropoxy)-2-(4-methylphenyl)-4H-1-benzopyran-4-one